4-amino-N-(2-cyclopropyl-4-fluorophenyl)-2-methoxy-N-(7-nitrobenzo[c][1,2,5]oxadiazol-4-yl)benzamide NC1=CC(=C(C(=O)N(C2=CC=C(C3=NON=C32)[N+](=O)[O-])C3=C(C=C(C=C3)F)C3CC3)C=C1)OC